dodecenyl-diethylbutoxysilane C(=CCCCCCCCCCC)[Si](OCCCC)(CC)CC